C(C)C(CC(=C(C(=O)O)C#N)C1=CC=CC=C1)CCCC 2-ethylhexyl-α-cyano-Cinnamic acid